CC=1N(C=C(N1)NC(CCNC(=O)C1=CC(=CC=C1)C1=NOC(=N1)C)=O)C(=O)OCCC propyl 2-methyl-4-(3-{[3-(5-methyl-1,2,4-oxadiazol-3-yl)phenyl]formamido}propanamido)-1H-imidazole-1-carboxylate